5-((2-(4-Chloro-3-((4-(trifluoromethyl)phenyl)sulfonamido)phenyl)pyrimidin-5-yl)methoxy)-2-hydroxybenzoic acid ClC1=C(C=C(C=C1)C1=NC=C(C=N1)COC=1C=CC(=C(C(=O)O)C1)O)NS(=O)(=O)C1=CC=C(C=C1)C(F)(F)F